CC1=C(CNC(=O)C2COC3=CC=CC=C3C2)C=CC=C1 N-(2-methylbenzyl)chroman-3-carboxamide